4-benzyl-5,5-dimethyl-3-(3-(thiophen-2-yl)propenoyl)oxazolidin-2-one C(C1=CC=CC=C1)C1N(C(OC1(C)C)=O)C(C=CC=1SC=CC1)=O